C1(CC1)N1N=CC(=C1)C=1N=CC=2N(C1)N=CC2C(=O)NC=2C(=NC=C(C2)C(NCCN2C(CCC2)(C)C)=O)C 6-(1-cyclopropyl-1H-pyrazol-4-yl)-N-(5-((2-(2,2-dimethylpyrrolidin-1-yl)ethyl)carbamoyl)-2-methylpyridin-3-yl)pyrazolo[1,5-a]pyrazine-3-carboxamide